ClC=1C=CC=NC1C(F)(F)F 5-chloro-6-(trifluoromethyl)-pyridine